1-isobutyl-6-(4-nitro-1-tetrahydropyran-2-yl-pyrazol-3-yl)pyrazolo[4,3-c]pyridine C(C(C)C)N1N=CC=2C=NC(=CC21)C2=NN(C=C2[N+](=O)[O-])C2OCCCC2